BrC1=CC2=C(N=C(S2)C(=O)NN)C=C1 6-bromobenzo[d]thiazole-2-carbohydrazide